N-p-toluenesulfonyl-L-lysine CC1=CC=C(C=C1)S(=O)(=O)N[C@@H](CCCCN)C(=O)O